1,2-dimyristoyl-(dimyristoyl)-sn-glycero-3-phosphorylcholine C(CCCCCCCCCCCCC)(=O)OC[C@@H](OC(CCCCCCCCCCCCC)=O)COP(=O)(O)OC(C[N+](C)(C)C)(C(CCCCCCCCCCCCC)=O)C(CCCCCCCCCCCCC)=O